C(CCCCCCCCCCC)(=O)N1CCCCCC1 1-dodecanoyl-hexahydro-1H-azepine